N-(benzyloxycarbonyl)methionine methyl-2-(bromomethyl)-6-chloropyridine-3-carboxylate CC1=C(C(=NC(=C1)Cl)CBr)C(=O)O.C(C1=CC=CC=C1)OC(=O)N[C@@H](CCSC)C(=O)O